(1S,2S)-N-(6-chloro-2-methylpyrimidin-4-yl)-2-(4-methylpyrimidin-2-yl)cyclopropane-1-carboxamide tert-butyl-4-hydroxy-4-(7-methoxyimidazo[1,2-a]pyridin-6-yl)piperidine-1-carboxylate C(C)(C)(C)OC(=O)N1CCC(CC1)(C=1C(=CC=2N(C1)C=CN2)OC)O.ClC2=CC(=NC(=N2)C)NC(=O)[C@@H]2[C@H](C2)C2=NC=CC(=N2)C